4-[[3-chloro-1-(1-chloro-4-piperidyl)pyrazol-4-yl]methylamino]-2-(2,6-dioxo-3-piperidyl)isoindoline-1,3-dione ClC1=NN(C=C1CNC1=C2C(N(C(C2=CC=C1)=O)C1C(NC(CC1)=O)=O)=O)C1CCN(CC1)Cl